[K+].O1[C@@H](C1)C(=O)[O-] (S)-oxirane-2-carboxylic acid potassium salt